N1C=CC2=CC=C(C=C12)N1N(C2=CC(=CC(=C2C1=O)S(=O)(=O)C1=CC(=CC=C1)OC)NC1=NC=CC=C1)C1=CC=CC=C1 2-(1H-indol-6-yl)-4-[(3-methoxyphenyl)sulfonyl]-1-phenyl-6-(pyridin-2-ylamino)-1,2-dihydro-3H-indazol-3-one